NCC=1C=C(C=CC1)C=1C=CC2=C(C(=CO2)COC2=C(C(=O)O)C=CC=C2CC(=O)O)C1 2-((5-(3-(aminomethyl)phenyl)benzofuran-3-yl)methoxy)-3-(carboxymethyl)benzoic acid